C1=C(C=CC2=CC=CC=C12)C1=NC(=NC(=N1)C1=CC=CC=C1)C=1C=C(C=CC1)C1=CC=C2C=3C=CC(=CC3C3(C2=C1)CCCC3)C#N 7'-(3-(4-(naphthalen-2-yl)-6-phenyl-1,3,5-triazin-2-yl)phenyl)spiro[cyclopentane-1,9'-fluorene]-2'-carbonitrile